C(C)OC(O)=O.C(C)OC(=O)O ethoxyformic acid (ethyl hydrogen carbonate)